FC=1C=C2C(=NC1)N(C=C2C2=NC(=CC(=N2)NC2C(C1CCC2CC1)C(=O)OC)C1=COC=C1)S(=O)(=O)C1=CC=C(C)C=C1 (+/-)-trans-methyl 3-((2-(5-fluoro-1-tosyl-1H-pyrrolo[2,3-b]pyridin-3-yl)-6-(furan-3-yl) pyrimidin-4-yl)amino)bicyclo[2.2.2]octane-2-carboxylate